(R)-(3-(Dimethylamino)pyrrolidin-1-yl)(3-((2-(pyridin-3-yl)phenyl)ethynyl)-1H-indazol-5-yl)methanone CN([C@H]1CN(CC1)C(=O)C=1C=C2C(=NNC2=CC1)C#CC1=C(C=CC=C1)C=1C=NC=CC1)C